O=C1C(COC1)OC1=CC=CC(=N1)S(=O)(=O)NC1=NC(=C(C=C1)C(F)(F)F)C1=C(C=CC=C1)C 6-((4-oxotetrahydrofuran-3-yl)oxy)-N-(6-(o-tolyl)-5-(trifluoromethyl)pyridin-2-yl)pyridine-2-sulfonamide